C(C)(C)(C)OC(=O)N1CCC(CC1)C=1NC2=CC=CC(=C2C1)Br.IC1=CC(=NN1C1OCCCC1)CNC(C1=C(C=CC=C1)OC(F)(F)F)=O N-((5-iodo-1-(tetrahydro-2H-pyran-2-yl)-1H-pyrazol-3-yl)methyl)-2-(trifluoromethoxy)benzamide tert-butyl-4-(4-bromo-1H-indol-2-yl)piperidine-1-carboxylate